(S,E)-2-((6-oxo-5-(trifluoromethyl)-1,6-dihydropyridazin-4-yl)amino)propanal O-(2-oxo-2-(4-(5-(trifluoromethyl)pyrimidin-2-yl)piperazin-1-yl)ethyl) oxime O=C(CO\N=C\[C@H](C)NC=1C=NNC(C1C(F)(F)F)=O)N1CCN(CC1)C1=NC=C(C=N1)C(F)(F)F